N-(4-chlorophenyl)-4-{3-(4-chlorophenyl)-1-[2-(4-morpholinyl)ethyl]ureido}-3-fluorobenzamide ClC1=CC=C(C=C1)NC(C1=CC(=C(C=C1)N(C(=O)NC1=CC=C(C=C1)Cl)CCN1CCOCC1)F)=O